CN1C=C(C2=CC=CC=C12)[C@@H](CNS(=O)(=O)C1=CC=C2C=CNC2=C1)N1[C@H](CCC1)C N-((S)-2-(1-methyl-1H-indol-3-yl)-2-((S)-2-methylpyrrolidin-1-yl)ethyl)-1H-indole-6-sulfonamide